C1(CCCC1)NC1=NC(=NC=C1C#N)NC1CCN(CC1)S(=O)(=O)C1=CC=C(C=C1)N1CCN(CC1)C 4-(cyclopentylamino)-2-((1-((4-(4-methylpiperazin-1-yl)phenyl)sulfonyl)piperidin-4-yl)amino)pyrimidine-5-carbonitrile